COC(=O)C=1COCC1C1=C(C=C(C=C1[N+](=O)[O-])Cl)F 4-(4-chloro-2-fluoro-6-nitrophenyl)-2,5-dihydrofuran-3-carboxylic acid methyl ester